1-aminomethylcarbonylmethyl-1,2,4-triazole NCC(=O)CN1N=CN=C1